N-(2-Methoxy-ethyl)-pyrimidine-4,6-diamine COCCNC1=NC=NC(=C1)N